methyl 9-(1-hydroxyethyl)-2-morpholino-4-oxo-4H-pyrido[1,2-a]pyrimidine-7-carboxylate OC(C)C1=CC(=CN2C1=NC(=CC2=O)N2CCOCC2)C(=O)OC